ClC=1C=C2C(=C3C1NC(NC31CCCCC1)=O)OC(=N2)C 5-chloro-2-methyl-7,8-dihydro-6H-spiro[[1,3]oxazolo[5,4-f]quinazoline-9,1'-cyclohexane]-7-one